5-methyl-5-[3-(trifluoromethyl)phenyl]imidazolidine-2,4-dione CC1(C(NC(N1)=O)=O)C1=CC(=CC=C1)C(F)(F)F